C(C=CCCC)(=O)OC(C=CCCC)=O hexenoic acid anhydride